2-butoxy acetate C(C)(=O)OOC(C)CC